tert-butyl (2S)-2-(trifluoromethoxymethyl)indoline-1-carboxylate FC(OC[C@H]1N(C2=CC=CC=C2C1)C(=O)OC(C)(C)C)(F)F